1-(1-methyl-1,2,3,4-tetrahydroquinolin-6-yl)methylamine CN1CCCC2=CC(=CC=C12)CN